CC1(OB(OC1(C)C)C=1C2=C(C(NC1)=O)N(C=C2)S(=O)(=O)C2=CC=C(C)C=C2)C 4-(4,4,5,5-tetramethyl-1,3,2-dioxaborolan-2-yl)-1-tosyl-1H-pyrrolo[2,3-c]pyridin-7(6H)-one